C(=C)N(CC1=CC=CC=C1)CCCO[Si](OC)(C)CCCN (N-vinylbenzylaminoethyl)-γ-aminopropylmethyldimethoxysilane